C(C#C)OCC#C propargyl oxide